FC(OC1=CC(=C(C(=O)OC)C=C1)C=C)(F)F methyl 4-(trifluoromethoxy)-2-vinyl-benzoate